C(#N)[C@@H](C)N(C(=O)C1=NN(C=2N(C([C@H]([C@H](C21)C2=CC=C(C=C2)F)NC(C2=CC(=CC=C2)C(F)(F)F)=O)=O)CC)C2=CC=CC=C2)C |o1:2| (4S,5S)-N-[(1R*)-1-cyanoethyl]-7-ethyl-4-(4-fluorophenyl)-N-methyl-6-oxo-1-phenyl-5-[3-(trifluoromethyl)benzamido]-4H,5H-pyrazolo[3,4-b]pyridine-3-carboxamide